Ethyl 9-Iodo-3,7-dimethylnon-4,6,8-trienoate IC=CC(=CC=CC(CC(=O)OCC)C)C